O1C(CCC1)ON=CC1=CC=C(C=C1)C p-methylbenzaldehyde-O-2-tetrahydrofuranyl oxime